(S)-3-amino-9-bromo-5-methyl-2,3-dihydropyrido[3,2-b][1,4]Oxazepine N[C@H]1CN(C2=C(OC1)C(=CC=N2)Br)C